C(O)(O)=O.O=C1C=C(CC(C)(C)C1)C isophorone carbonate